4-cyclopentyloxy-5-(1-cyclopropyl-2-methyl-1H-imidazo[4,5-b]pyridin-6-yl)-N-(1-methylpyrazol-4-yl)pyrrolo[2,1-f][1,2,4]triazin-2-amine C1(CCCC1)OC1=NC(=NN2C1=C(C=C2)C=2C=C1C(=NC2)N=C(N1C1CC1)C)NC=1C=NN(C1)C